C1(=CC=CC=C1)C(CNNC1=NN=C2SC(=CNN21)C2=CC=CC=C2)=O 1-phenyl-2-(2-(7-phenyl-5H-[1,2,4]triazolo[3,4-b][1,3,4]thiadiazine-3-yl)hydrazinyl)ethanone